FC=1C=CC(=NC1)NC(CN1C=2N(C(C3=C1C(N(C3)C(C)C)=O)=O)N=C(C2)[C@H](C)O)=O N-(5-fluoropyridin-2-yl)-2-{2-[(1S)-1-hydroxyethyl]-5,8-dioxo-6-(propan-2-yl)-5,6,7,8-tetrahydro-4H-pyrazolo[1,5-a]pyrrolo[3,4-d]pyrimidin-4-yl}acetamide